5-(di-tert-butylphosphino)-1',3',5'-triphenyl-1'H-[1,4']bipyrazole C(C)(C)(C)P(C1=CC=NN1C=1C(=NN(C1C1=CC=CC=C1)C1=CC=CC=C1)C1=CC=CC=C1)C(C)(C)C